3-bromo-2-chloro-6-(ethylthio)pyridine BrC=1C(=NC(=CC1)SCC)Cl